C(C)OC=1C(=NC=CC1)C=1C=NC=CC1 ethoxy-[2,3'-bipyridine]